P(=O)(OCC(CCCC)CC)(Cl)Cl 2-ethylhexyl dichloro-phosphate